The molecule is a member of tryptamines. It has a role as a hallucinogen. It derives from a N,N-diisopropyltryptamine and an O-methylserotonin. CC(C)N(CCC1=CNC2=C1C=C(C=C2)OC)C(C)C